F[C@@H]1[C@@H]([C@@H](NC1=O)COC1=NC=CC2=CC(=C(C=C12)OC)C(=O)N)C 1-{[(2r,3r,4r)-4-fluoro-3-methyl-5-oxopyrrolidin-2-yl]methoxy}-7-methoxyisoquinoline-6-carboxamide